8-((1R,4R)-4-aminocyclohexyl)-6-(2-chlorophenyl)-5-methyl-2-((3-methyl-4-(4-methylpiperazin-1-yl)phenyl)amino)pyrido[2,3-d]Pyrimidin NC1CCC(CC1)N1CC(=C(C2=C1N=C(N=C2)NC2=CC(=C(C=C2)N2CCN(CC2)C)C)C)C2=C(C=CC=C2)Cl